C(C)C=1C=C(C#N)C=CC1NC1=NC=C2N(C(N(C2=N1)C1CCOCC1)=O)C 3-Ethyl-4-((7-methyl-8-oxo-9-(tetrahydro-2H-pyran-4-yl)-8,9-dihydro-7H-purin-2-yl)amino)benzonitrile